1,8-diazadodecane-2,9-dione NC(CCCCCNC(CCC)=O)=O